tert-butyl (3S,4R)-4-(2-[(1S)-4-(tert-butoxy)-1-carbamoyl-4-oxobutyl]-4-fluoro-7-methyl-1-oxo-3H-isoindol-5-yl)-3-fluoropiperidine-1-carboxylate C(C)(C)(C)OC(CC[C@@H](C(N)=O)N1C(C2=C(C=C(C(=C2C1)F)[C@@H]1[C@@H](CN(CC1)C(=O)OC(C)(C)C)F)C)=O)=O